9-((2-cyclopropylthiazol-5-yl)sulfonyl)-2-(tetrahydro-2H-pyran-4-yl)-6-oxa-2,9-diazaspiro[4.5]decane C1(CC1)C=1SC(=CN1)S(=O)(=O)N1CCOC2(CCN(C2)C2CCOCC2)C1